(3s,4r)-pyrrolidine-1-carboxylic acid tert-butyl ester C(C)(C)(C)OC(=O)N1CCCC1